DIMETHYL 2-FORMYLSUCCINATE C(=O)C(C(=O)OC)CC(=O)OC